CON(C(=O)[C@@H](CC(C)C)N(C(OC(C)(C)C)=O)S(=O)(=O)C1=CC=C(C=C1)C)C tert-Butyl N-[(1R)-1-[methoxy(methyl)carbamoyl]-3-methyl-butyl]-N-(p-tolylsulfonyl)carbamate